FC1=CC=C(C=C1)C(C1C=2C=CC=NC2C(CC1)NCCCCN)C=1NC=CN1 5-(4-Fluoro-phenyl-1H-imidazol-2-ylmethyl)-N1-(5,6,7,8-tetrahydro-quinolin-8-yl)-butane-1,4-diamine